ethylene glycol tris(3-mercaptobutyrate) SC(CC(=O)O)C.SC(CC(=O)O)C.SC(CC(=O)O)C.C(CO)O